(±)-(1'S,3'R,6'S,8'S)-spiro[[1,3]dioxolane-2,2'-tricyclo[4.2.1.03,8]nonane] [C@@H]12C3([C@@H]4CC[C@@H](C[C@@H]41)C2)OCCO3 |r|